ClC1=NC(=C(C(=N1)C1=C(C(=CC(=C1)OC)OC)Cl)C1=C(C=CC=C1F)F)C 2-chloro-4-(2-chloro-3,5-dimethoxyphenyl)-5-(2,6-difluorophenyl)-6-methylpyrimidine